C(C)OC(C1=CC(OC)=C(O)C=C1)=O Ethylvanillat